CN(C1=NC=CC(=C1)C1=NOC(=N1)[C@@H](C)NC(=O)C1=CC(=NN1C)C(F)(F)F)C (R)-N-(1-(3-(2-(dimethylamino)pyridin-4-yl)-1,2,4-oxadiazol-5-yl)ethyl)-1-methyl-3-(trifluoromethyl)-1H-pyrazole-5-carboxamide